ClC1=CC=C(C=C1)C1N(CCCC1)CC1CCN(CC1)C1=CC(=C(C(=O)NS(=O)(=O)C2=CC(=C(C=C2)NCC2CCOCC2)[N+](=O)[O-])C=C1)OC=1C=C2C(=NC1)NC=C2 4-[4-[[2-(4-chlorophenyl)-1-piperidyl]methyl]-1-piperidyl]-N-[3-nitro-4-(tetrahydropyran-4-ylmethylamino)phenyl]sulfonyl-2-(1H-pyrrolo[2,3-b]pyridin-5-yloxy)benzamide